2-(([1,4'-bipiperidin]-4-ylthio)methyl)-7-(cyclopropylmethoxy)-5-fluoroquinazolin-4(3H)-one hydrochloride Cl.N1(CCC(CC1)SCC1=NC2=CC(=CC(=C2C(N1)=O)F)OCC1CC1)C1CCNCC1